C(C)(C)N(CCN)C(C)C N,N-Diisopropyl-1,2-diaminoethane